FC=1C=C(C=CC1F)S(=O)(=O)N1CCC(=CC1)C1=C2C(=NC(=C1)NC(=O)C1CC1)NC=C2 N-(4-(1-((3,4-difluorophenyl)sulfonyl)-1,2,3,6-tetrahydropyridin-4-yl)-1H-pyrrolo[2,3-b]pyridin-6-yl)cyclopropylcarboxamide